NC=1C=C(C=C2C=C(N=CC12)NC(=O)[C@H]1[C@@H](C1)C=1C=NN(C1)C)C=1C(=NC=CC1C)N1CCCC1 trans-N-(8-amino-6-(4-methyl-2-(pyrrolidin-1-yl)pyridin-3-yl)isoquinolin-3-yl)-2-(1-methyl-1H-pyrazol-4-yl)cyclopropane-1-carboxamide